N6-(2-amino-2-methylpropyl)-N4-({[1,1'-biphenyl]-4-yl}methyl)-1-methyl-1H-pyrazolo[3,4-d]pyrimidine-4,6-diamine NC(CNC1=NC(=C2C(=N1)N(N=C2)C)NCC2=CC=C(C=C2)C2=CC=CC=C2)(C)C